FC=1C=C2C(=C(C(N(C2=CC1)C)=O)C1=C2CCOCC2=C(C=C1)CCC(=O)O)C 3-(5-(6-fluoro-1,4-dimethyl-2-oxo-1,2-dihydroquinolin-3-yl)isochroman-8-yl)propionic acid